C1(CC1)C1=CC(=NN1)NC(CC=1C=NN(C1)C=1SC(=CN1)C)=O N-(5-cyclopropyl-1H-pyrazol-3-yl)-2-[1-(5-methyl-1,3-thiazol-2-yl)-1H-pyrazol-4-yl]acetamide